[Zn].[Ba].C(CCCCCCC\C=C/C[C@H](O)CCCCCC)(=O)O ricinoleic acid barium-zinc